COC1=CC=C(CC2=NN(C(=N2)C2CNCCO2)C2=NC=CN=C2)C=C1 2-(3-(4-Methoxybenzyl)-1-(pyrazin-2-yl)-1H-1,2,4-triazol-5-yl)morpholin